BrC=1C=C(C(=C(C1)S(=O)(=O)NC)C)F 5-bromo-3-fluoro-N,2-dimethylbenzenesulfonamide